7-(piperazin-1-yl)-3-(7-(trifluoromethyl)imidazo[1,2-a]pyridin-2-yl)-2H-chromen-2-one N1(CCNCC1)C1=CC=C2C=C(C(OC2=C1)=O)C=1N=C2N(C=CC(=C2)C(F)(F)F)C1